C1=CC(=CC=C1N)SSC2=CC=C(C=C2)N 4,4'-diaminodiphenyldisulfide